F[C@H]1[C@@H](CO[C@H](C1)C(=O)N1[C@H](C2=CC=CC=C2CC1)C1=CC=C(C=C1)F)NC(OC(C)(C)C)=O tert-butyl ((3R,4R,6R)-4-fluoro-6-((S)-1-(4-fluorophenyl)-1,2,3,4-tetrahydroisoquinoline-2-carbonyl)tetrahydro-2H-pyran-3-yl)carbamate